FC1(CCC(NC1)C1=NN(C=N1)C1=C(C=C(C=N1)NC(CC1=NC(=CC=C1)C(F)(F)F)=O)F)F N-(6-(3-(5,5-difluoropiperidin-2-yl)-1H-1,2,4-triazol-1-yl)-5-fluoropyridin-3-yl)-2-(6-(trifluoromethyl)pyridin-2-yl)acetamide